C(C)OC(=O)C1(CC1)N1C[C@H](CCC1)C1CNC1 (R)-1-(3-(azetidine-3-yl)piperidin-1-yl)cyclopropane-1-carboxylic acid ethyl ester